ClC1=CC=C(C=C1)N1C(=NN=C1[C@@H]1CC[C@H](CC1)OC1=NC=CC=C1)CC1=CC=NO1 Trans-5-[[4-(4-chlorophenyl)-5-(4-pyridin-2-yloxy-cyclohexyl)-1,2,4-triazol-3-yl]methyl]-1,2-oxazole